2,3-dihydro-benzofuran-5-carboxylic acid [2-(2-ethoxymethyl-pyrrolidin-1-yl)-benzooxazol-5-yl]-amide C(C)OCC1N(CCC1)C=1OC2=C(N1)C=C(C=C2)NC(=O)C=2C=CC1=C(CCO1)C2